Ethyl 2-(2,6-dimethyl-4-(1-(5-oxo-4-(4-(trifluoromethoxy) phenyl)-4,5-dihydro-1H-1,2,4-triazol-1-yl)propyl)phenoxy)-2-methylpropionate CC1=C(OC(C(=O)OCC)(C)C)C(=CC(=C1)C(CC)N1N=CN(C1=O)C1=CC=C(C=C1)OC(F)(F)F)C